tert-butyl N-[4-oxo-4-[4-[5-(trifluoromethyl)-2-pyridyl]piperazin-1-yl]butyl]-N-[6-oxo-5-(trifluoromethyl)-1-(2-trimethylsilylethoxymethyl)pyridazin-3-yl]carbamate O=C(CCCN(C(OC(C)(C)C)=O)C1=NN(C(C(=C1)C(F)(F)F)=O)COCC[Si](C)(C)C)N1CCN(CC1)C1=NC=C(C=C1)C(F)(F)F